CC=1C=C(C=CC1OC(F)(F)F)C1=CC=C(S1)CC=1C(=NC=CN1)C(=O)N ((5-(3-methyl-4-(trifluoromethoxy)phenyl)thiophen-2-yl)methyl)pyrazine-2-carboxamide